FC1=NC(=CC=C1N1CCN(CC1)CC=1C(=C2NC(C=3N(C2=CC1)N=C(C3)F)=O)F)C(NC)=O 7-((4-(2-fluoro-6-(methylcarbamoyl)pyridin-3-yl)piperazin-1-yl)methyl)-2,6-difluoropyrazolo[1,5-a]quinoxalin-4(5H)-one